ClC1=C(C(=C(C=C1OC)OC)Cl)N1C(N(C2=NC(=NC=C2C1)NC1=CC=C(C=C1)F)C1CCN(CC1)C(\C=C\CN(C)C)=O)=O (E)-3-(2,6-dichloro-3,5-dimethoxyphenyl)-1-(1-(4-(dimethylamino)-but-2-enoyl)piperidin-4-yl)-7-((4-fluorophenyl)amino)-3,4-dihydropyrimido[4,5-d]pyrimidin-2(1H)-one